(tert-butyl)-2-chloro-5-fluoropyrimidine C(C)(C)(C)C1=NC(=NC=C1F)Cl